tert-butyl 7-(5-bromo-2-pyridyl)-2,7-diazaspiro[3.5]nonane-2-carboxylate BrC=1C=CC(=NC1)N1CCC2(CN(C2)C(=O)OC(C)(C)C)CC1